6-phenyl-1-oxa-6-azaspiro[2.5]octane C1(=CC=CC=C1)N1CCC2(CO2)CC1